(S)-N-(8-(1-methoxyethyl)-2-methylimidazo[1,2-b]pyridazin-7-yl)-N'-[6-(4-(methoxymethyl)-2H-1,2,3-triazol-2-yl)-5-(trifluoromethyl)pyridin-3-yl]urea CO[C@@H](C)C=1C=2N(N=CC1NC(=O)NC=1C=NC(=C(C1)C(F)(F)F)N1N=CC(=N1)COC)C=C(N2)C